biphenyl-carbonitrile C=1(C(=CC=CC1)C#N)C1=CC=CC=C1